3-((1-((4-ethoxy-3-(1-methyl-7-oxo-3-propyl-6,7-dihydro-1H-pyrazolo[4,3-d]pyrimidin-5-yl)phenyl)sulfonyl)azetidin-3-yl)(methyl)amino)propyl nitrate [N+](=O)(OCCCN(C)C1CN(C1)S(=O)(=O)C1=CC(=C(C=C1)OCC)C=1NC(C2=C(N1)C(=NN2C)CCC)=O)[O-]